Methyl 2-bromo-4-hydroxymethyl-benzoate BrC1=C(C(=O)OC)C=CC(=C1)CO